isochromene C1OC=CC2=CC=CC=C12